17-chloro-4,6,8,10,12,14-hexamethylheptadecyl benzyloxymethyl ether C(C1=CC=CC=C1)OCOCCCC(CC(CC(CC(CC(CC(CCCCl)C)C)C)C)C)C